1-(benzenesulfonyl)-1H-pyrrolo[2,3-b]pyridine-6-carbonitrile C1(=CC=CC=C1)S(=O)(=O)N1C=CC=2C1=NC(=CC2)C#N